6-[4-(difluoromethoxy)-2-(methoxymethoxy)phenyl]-5-methyl-N-[(3R)-1-methylpiperidin-3-yl]-1,2,4-triazine FC(OC1=CC(=C(C=C1)C1=C(N=CNN1[C@H]1CN(CCC1)C)C)OCOC)F